7-chloro-5-(2-hydroxyethyl)-2-((2-(trimethylsilyl)ethoxy)methyl)phthalazin-1(2H)-one ClC1=CC(=C2C=NN(C(C2=C1)=O)COCC[Si](C)(C)C)CCO